C(CC)N1N=C2N(C=NC=C2)C1=O 2-propyl-[1,2,4]triazolo[4,3-c]pyrimidin-3-one